[(1S,3R)-3-(5-amino-1-tert-butyl-pyrazol-3-yl)cyclopentyl]N-isopropylcarbamate NC1=CC(=NN1C(C)(C)C)[C@H]1C[C@H](CC1)OC(NC(C)C)=O